3-(4-((1-Methylpyrrolidin-3-yl)oxy)phenyl)-5-(5-nitro-1H-imidazol-2-yl)-1,2,4-oxadiazole hydrochloride Cl.CN1CC(CC1)OC1=CC=C(C=C1)C1=NOC(=N1)C=1NC(=CN1)[N+](=O)[O-]